benzenesulfonic acid imidazolium salt N1C=[NH+]C=C1.C1(=CC=CC=C1)S(=O)(=O)[O-]